CC1(CC1)NC(O[C@H]1C[C@H](CC1)C1=CC(=NN1)NC=1N=NC=CC1)=O (1R,3S)-3-(3-(pyridazin-3-ylamino)-1H-pyrazol-5-yl)cyclopentyl (1-methylcyclopropyl)carbamate